CC([C@@H](C(=O)O)NC(=O)C1=NN(C2=CC=CC=C12)CCCC=C)(C)C (S)-3,3-dimethyl-2-(1-(pent-4-en-1-yl)-1H-indazole-3-carboxamido)butanoic acid